C([2H])([2H])([2H])N(C1=NC=CC(=C1Cl)[S-])C([2H])([2H])[2H].[Na+] Sodium 2-(bis(methyl-d3)amino)-3-chloropyridine-4-thiolate